1-(2-chloro-4-((5-cyclopropyl-3-(2,6-difluorophenyl)isoxazol-4-yl)methoxy)phenyl)ethanone ClC1=C(C=CC(=C1)OCC=1C(=NOC1C1CC1)C1=C(C=CC=C1F)F)C(C)=O